decan-1,10-dicarboxylic acid C(CCCCCCCCCC(=O)O)C(=O)O